tert-butyl N-[[4-oxo-7-(4,4,5,5-tetramethyl-1,3,2-dioxaborolan-2-yl)-3H-phthalazin-1-yl]methyl]carbamate O=C1NN=C(C2=CC(=CC=C12)B1OC(C(O1)(C)C)(C)C)CNC(OC(C)(C)C)=O